E-1-(3-dimethylaminopropyl)-3-ethylcarbodiimide hydrochloride Cl.CN(CCCN=C=NCC)C